ClC=1C=C(CN[C@@H]2[C@H](CCCC2)O)C=CC1 (1S,2S)-2-((3-chlorobenzyl)amino)cyclohexan-1-ol